3-methylene-1-[(3R)-1-[4-[3-methyl-4-([1,2,4]triazolo[1,5-a]pyridin-7-yloxy)anilino]pyrimido[5,4-d]pyrimidin-6-yl]pyrrolidin-3-yl]pyrrolidin-2-one C=C1C(N(CC1)[C@H]1CN(CC1)C=1N=CC=2N=CN=C(C2N1)NC1=CC(=C(C=C1)OC1=CC=2N(C=C1)N=CN2)C)=O